[Sn].[Ni].[Ag] silver nickel tin